C(=C)N1C(C=CC1=O)=O N-vinyl-maleimide